(S)-octahydropyrrolo[1,2-a]pyrazine HCl salt Cl.C1[C@H]2N(CCN1)CCC2